P(O)(N)OC[C@@H]1[C@H]([C@]([C@@H](O1)N1C=NC=2C(=O)NC(N)=NC12)(O)F)O 2'-fluoroguanosine phosphoramidite